2-oxo-2-[rac-(2R,5S)-5-methyl-2-(3-methyl-7-quinolyl)-1-piperidyl]acetamide O=C(C(=O)N)N1[C@H](CC[C@@H](C1)C)C1=CC=C2C=C(C=NC2=C1)C |r|